3-(1-(4-methoxybenzyl)-2,6-dioxopiperidin-3-yl)-1-methyl-2-oxo-2,3-dihydro-1H,6H-spiro[benzofurano[5,6-d]imidazole-7,4'-piperidine]-1'-carboxylic acid tert-butyl ester C(C)(C)(C)OC(=O)N1CCC2(CC1)COC=1C2=CC=2N(C(N(C2C1)C1C(N(C(CC1)=O)CC1=CC=C(C=C1)OC)=O)=O)C